C1(CCCCC1)C=1C=CC(=NC1)C(C(=O)N)(C)N1C[C@@H](C(CC1)(F)F)C1=CNC(C=C1)=O (5-cyclohexylpyridin-2-yl)-2-((s)-4,4-difluoro-3-(6-oxo-1,6-dihydropyridin-3-yl)piperidin-1-yl)propanamide